BrC1=C(C=CC=C1)CCN1C(N(C(C2=C1SC(=C2C)C(=O)OCC)=O)CC(=O)O)=O 2-[1-[2-(2-bromophenyl)ethyl]-6-(ethoxycarbonyl)-5-methyl-2,4-dioxo-1H,2H,3H,4H-thieno[2,3-d]pyrimidin-3-yl]acetic acid